tri-methylammonium bisulfate S([O-])(O)(=O)=O.C[NH+](C)C